5-((((6-(2-chloro-3-(3-chloro-4-((3-fluoro-4-(((2-hydroxyethyl)amino)methyl)pyridin-2-yl)amino)pyridin-2-yl)phenyl)-2-methoxypyridin-3-yl)methyl)amino)methyl)pyrrolidin-2-one ClC1=C(C=CC=C1C1=NC=CC(=C1Cl)NC1=NC=CC(=C1F)CNCCO)C1=CC=C(C(=N1)OC)CNCC1CCC(N1)=O